3-benzyl 2-tert-butyl (1S,3S,4R)-5-methylene-2-azabicyclo[2.2.1]heptane-2,3-dicarboxylate C=C1[C@@H]2[C@H](N([C@H](C1)C2)C(=O)OC(C)(C)C)C(=O)OCC2=CC=CC=C2